[Si](C1=CC=CC=C1)(C1=CC=CC=C1)(C(C)(C)C)OC[C@@H]1CNC(C=2N1N=C1C2CN([C@@H](C1)C)C(=O)OC(C)(C)C)=O (3R,7S)-tert-butyl 7-(((tert-butyldiphenylsilyl)oxy)methyl)-3-methyl-10-oxo-3,4,7,8,9,10-hexahydropyrido[4',3':3,4]pyrazolo[1,5-a]pyrazine-2(1H)-carboxylate